tert-butyl 4-(3-(1-((5-(hydrazinecarbonyl)pyridin-2-yl)methyl)-1H-1,2,3-triazol-4-yl)phenyl)piperidin-1-carboxylate N(N)C(=O)C=1C=CC(=NC1)CN1N=NC(=C1)C=1C=C(C=CC1)C1CCN(CC1)C(=O)OC(C)(C)C